[4-(hydroxymethyl)pyridin-2-yl]methyl-carbamic acid tert-butyl ester C(C)(C)(C)OC(NCC1=NC=CC(=C1)CO)=O